O(C1=CC=CC=C1)C1=NC=NC2=CC=CC=C12 4-phenoxyquinazoline